[Cl-].C(CCCCCCC\C=C/CCCCCCCC)(=O)C(C[N+](C)(C)C)CC(CCCCCCC\C=C/CCCCCCCC)=O (2,3-Dioleoylpropyl)-trimethylammonium chloride